N(=[N+]=[N-])C1=CC=C(C=CCC2C(C(CC(C2)C)CC=CC2=CC=C(C=C2)N=[N+]=[N-])=O)C=C1 2,6-bis(4'-azidocinnamyl)-4-methylcyclohexanone